N1(CCCCC1)CCCOC=1C=C2C(=CC=NC2=CC1)C(=O)OC methyl 6-(3-(piperidin-1-yl)propoxy)quinoline-4-carboxylate